ClC=1C=C2C=C(NC2=CC1OCC=1N=C(OC1)C)CNC(=O)N1CCCC1 N-({5-chloro-6-[(2-methyl-1,3-oxazol-4-yl)methoxy]-2-indolyl}methyl)-1-pyrrolidinecarboxamide